Cl.O=C1CC2(CCNCC2)CC(C1C1=C(C=C(C=C1C)C1=CC=C(C=N1)C#N)CC)=O 6-[4-(8,10-dioxo-3-azaspiro[5.5]undecan-9-yl)-3-ethyl-5-methylphenyl]pyridine-3-carbonitrile hydrochloride